D-ascorbic acid disodium [Na].[Na].O=C1C(O)=C(O)[C@@H](O1)[C@H](O)CO